O=C(C(=O)OCC)CCC(=O)OCC diethyl ketoglutarate